CC1(CC(CCC1)C=1CCCC2=C(C1C1=NC=C(C=C1F)C=C1CN(C1)CCCF)C=CC(=C2)C(=O)O)C 8-(3,3-dimethylcyclohexyl)-9-(3-fluoro-5-((1-(3-fluoropropyl)azetidin-3-ylidene)methyl)pyridin-2-yl)-6,7-dihydro-5H-benzo[7]annulene-3-carboxylic acid